5-[4-amino-5-(trifluoromethyl)pyrrolo[2,1-f][1,2,4]triazin-7-yl]-2-methoxy-N-[(2-phenyloxan-3-yl)methyl]pyridine NC1=NC=NN2C1=C(C=C2C=2C=CC(N(C2)CC2C(OCCC2)C2=CC=CC=C2)OC)C(F)(F)F